C(C)(=O)O.C(=N)N formamidine acetate